4-bromo-2-methyl-1H-pyrrolo[2,3-b]pyridine-6-carbonitrile BrC1=C2C(=NC(=C1)C#N)NC(=C2)C